NC(C([C@H](C[C@H]1C(NCC1)=O)NC([C@H](CC(C)C)NC(OC(C(C)(C)C1=CC(=CC=C1)Cl)C1=CC=CC=C1)=O)=O)=O)=O 2-(3-chlorophenyl)-2-methyl-1-phenylpropyl ((S)-1-(((S)-4-amino-3,4-dioxo-1-((S)-2-oxopyrrolidin-3-yl)butan-2-yl)amino)-4-methyl-1-oxopentan-2-yl)carbamate